S(=O)(=O)(O)CC=1C(=NC=CC1)C1=NC=CC=C1 sulfomethyl-bipyridine